OC1=CC(=NC=2N1N=CN2)C(=O)OCC Ethyl 7-hydroxy-[1,2,4]triazolo[1,5-a]pyrimidine-5-carboxylate